O1C(OCC1)C=1C=CC(=NC1)N1N=CC(=C1)C(=O)N 1-(5-(1,3-Dioxolan-2-yl)pyridin-2-yl)-1H-pyrazole-4-carboxamide